dicyclohexyl-(3-methoxy-4-nitrophenyl)phosphine oxide C1(CCCCC1)P(C1=CC(=C(C=C1)[N+](=O)[O-])OC)(C1CCCCC1)=O